ClCC1=NC2=C(N1C)C=C(C=C2OC)C(=O)OC Methyl 2-(chloromethyl)-4-methoxy-1-methyl-1H-benzo[d]imidazole-6-carboxylate